2-{3-amino-[1,2]oxazolo[4,5-b]pyridin-7-yl}-3-[(3-fluoro-2-methoxyphenyl)amino]-1h,5h,6h,7h-pyrrolo[3,2-c]pyridin-4-one NC1=NOC=2C1=NC=CC2C2=C(C=1C(NCCC1N2)=O)NC2=C(C(=CC=C2)F)OC